ClC1=CC=C(C=C1)[C@@H]1NCCC1 (2R)-2-(4-chlorophenyl)pyrrolidin